C(C)(=O)C1=C(C=C2C(=N1)N(N=C2)CC(=O)OC)N2N=CC=C2 methyl [6-acetyl-5-(1H-pyrazol-1-yl)-1H-pyrazolo[3,4-b]pyridin-1-yl]acetate